NC=1C(=C2C(=NC1C(=O)N)N(C=N2)CC(F)(F)F)C2=C(C(=CC=C2C)O)C (P)-6-amino-7-(3-hydroxy-2,6-dimethylphenyl)-3-(2,2,2-trifluoroethyl)-3H-imidazo[4,5-b]pyridine-5-carboxamide